3,5,5-trimethylhexyl acrylate C(C=C)(=O)OCCC(CC(C)(C)C)C